NC1=NC(=NN1S(=O)(=O)C=1C=NC(=CC1)C(F)(F)F)NC1=C(C=C(C#N)C=C1)Cl 4-[[5-amino-1-[[6-(trifluoromethyl)-3-pyridyl]sulfonyl]-1,2,4-triazol-3-yl]amino]-3-chloro-benzonitrile